ClC1=CC=C(C=C1)C1(C(=C(C(O1)=O)C(=O)NOC)C=1NC2=CC=CC=C2C1)O 5-(4-chlorophenyl)-5-hydroxy-4-(1H-indol-2-yl)-N-methoxy-2-oxo-2,5-dihydrofuran-3-carboxamide